N-[[4-(4-amino-1-cyclopentyl-pyrazolo[3,4-d]pyrimidin-3-yl)phenyl]methyl]-1,3-benzothiazole-2-carboxamide NC1=C2C(=NC=N1)N(N=C2C2=CC=C(C=C2)CNC(=O)C=2SC1=C(N2)C=CC=C1)C1CCCC1